(+)-4-(4-{[4-Chloro-2-(trifluoromethyl)phenoxy]methyl}-3-methoxyphenyl)-2H,4H,5H,6H,7H-pyrazolo[3,4-b]pyridin-6-on ClC1=CC(=C(OCC2=C(C=C(C=C2)C2C=3C(NC(C2)=O)=NNC3)OC)C=C1)C(F)(F)F